CHLORALHYDRATE ClC(C(O)O)(Cl)Cl